N,N'-diethyl-1,1'-biphenyl-4,4'-diamine C(C)NC1=CC=C(C=C1)C1=CC=C(C=C1)NCC